N'-(2,5-dimethyl-4-phenoxy-phenyl)-N-ethyl-N-methylimidoformamide CC1=C(C=C(C(=C1)OC1=CC=CC=C1)C)N=CN(C)CC